OC(CCCC=1C(=NN(C1NC(OC(C)(C)C)=O)C)C)C tert-butyl (4-(4-hydroxypentyl)-1,3-dimethyl-1H-pyrazol-5-yl)carbamate